FC=1C=C(C=C(C1)F)[C@@H]1N(OCC1)C1=CC(=NC=N1)NC1=C(C=C2C(=C1)NCC21CCN(CC1)C)OC (R)-N-(6-(3-(3,5-difluorophenyl)isoxazolidin-2-yl)pyrimidin-4-yl)-5-methoxy-1'-methylspiro[indoline-3,4'-piperidin]-6-amine